ClC1=NC(N(C=C1)C)=O 4-chloro-1-methyl-pyrimidin-2-one